O=C1C(=NC=C2N1[C@@H](CC2)C(=O)O)N2CC(C2)C2=CC=CC=C2 (S)-4-oxo-3-(3-phenylazetidin-1-yl)-4,6,7,8-tetrahydropyrrolo[1,2-a]pyrazine-6-carboxylic acid